F[C@@H]1[C@@H]([C@@H](N(C1)C(=O)C1OCC1)CC=1C(=C(C=CC1)C1=CC(=CC(=C1)F)F)F)NS(=O)(=O)C N-{(2S,3R,4S)-4-fluoro-1-(oxetane-2-carbonyl)-2-[(2,3',5'-trifluoro[1,1'-biphenyl]-3-yl)methyl]pyrrolidin-3-yl}methanesulfonamide